8-((3-hydroxypropyl)carbamoyl)-2-nitro-1-naphthoic acid OCCCNC(=O)C=1C=CC=C2C=CC(=C(C12)C(=O)O)[N+](=O)[O-]